N-(2-((3-fluorophenyl)amino)-2,3-dihydro-1H-inden-5-yl)acrylamide FC=1C=C(C=CC1)NC1CC2=CC=C(C=C2C1)NC(C=C)=O